C(C)(C)N1CCN(CC1)C1=C(C=C(C=C1)C(=O)N1CCN(CC1)C(=O)C=1SC=CC1)NS(=O)(=O)C1=CC2=CC=CC=C2C=C1 N-(2-(4-isopropylpiperazin-1-yl)-5-(4-(thiophene-2-carbonyl)piperazine-1-carbonyl)phenyl)naphthalene-2-sulfonamide